CC1=CSC=2N1C(C(=C(N2)C(F)(F)F)C=2C=NN(C2)CC(C(F)(F)F)(F)F)=O 3-methyl-6-[1-(2,2,3,3,3-pentafluoropropyl)-1H-pyrazol-4-yl]-7-(trifluoromethyl)-5H-[1,3]thiazolo[3,2-a]pyrimidin-5-one